C(C1=CC=CC=C1)N([C@@H](C(=O)OC(C)(C)C)CO)CC1=NNC=C1 tert-butyl (2R)-2-[benzyl(1H-pyrazol-3-ylmethyl)amino]-3-hydroxy-propanoate